Thio-L-citrulline N[C@@H](CCCNC(=O)N)C(=S)O